2-(2,6-dioxopiperidin-3-yl)-5-((3-(3-(4-(pyridin-2-yl)piperazin-1-yl)pyrrolidin-1-yl)propyl)amino)isoindoline-1,3-dione O=C1NC(CCC1N1C(C2=CC=C(C=C2C1=O)NCCCN1CC(CC1)N1CCN(CC1)C1=NC=CC=C1)=O)=O